COC1=NC(=NN2C1=C(C=C2)C=2C=C1N=CC=NC1=CC2)N[C@H]2CC[C@H](CC2)C(C)(C)O 2-(cis-4-((4-methoxy-5-(quinoxalin-6-yl)pyrrolo[2,1-f][1,2,4]triazin-2-yl)amino)cyclohexyl)propan-2-ol